3,6-diphenylpyrazin C1(=CC=CC=C1)C=1C=NC(=CN1)C1=CC=CC=C1